2-(2-(2-amino-6-methoxypyridin-4-yl)-6-((R)-3-methylmorpholino)-pyrimidin-4-yl)-1-iminotetrahydro-1H-1λ6-thiophene 1-oxide NC1=NC(=CC(=C1)C1=NC(=CC(=N1)C1S(CCC1)(=N)=O)N1[C@@H](COCC1)C)OC